C[C@H]1C[C@H](N(C1)C(=O)NC\C=C\S(=O)(=O)C)C1=CC=CC=C1 (2S,4S)-4-methyl-N-((E)-3-(methylsulfonyl)allyl)-2-phenylpyrrolidine-1-carboxamide